C(C)(C)(C)OC(=O)N1CC(CCC1)CC1=NOC(=N1)CCCO.C(C=C)C1=NC(=NO1)CC1CN(CCC1)C(=O)OC(C)(C)C tert-butyl 3-((5-allyl-1,2,4-oxadiazol-3-yl)methyl)piperidine-1-carboxylate tert-butyl-3-((5-(3-hydroxypropyl)-1,2,4-oxadiazol-3-yl)methyl)piperidine-1-carboxylate